1,4-bis(3,4-dicarboxyphenyl)benzene C(=O)(O)C=1C=C(C=CC1C(=O)O)C1=CC=C(C=C1)C1=CC(=C(C=C1)C(=O)O)C(=O)O